OC1=CC(=CC=2C(C3=CC=CC(=C3C(C12)=O)O)=O)CO 1,8-Dihydroxy-3-hydroxymethyl-anthraquinone